N1OCCC2=C1NC(N=C2)=O 3,4-dihydro-8H-pyrimido[4,5-c][1,2]oxazin-7-one